6-((6-((2-(methylsulfonyl)phenyl)amino)pyrimidin-4-yl)amino)-N-(oxetan-3-yl)nicotinamide CS(=O)(=O)C1=C(C=CC=C1)NC1=CC(=NC=N1)NC1=NC=C(C(=O)NC2COC2)C=C1